tert-butyl 8-(2-(3,5-dimethyl-1H-pyrazol-4-yl) pyrido[3,4-d]pyrimidin-4-yl)-2,8-diazaspiro[4.5]decane-2-carboxylate CC1=NNC(=C1C=1N=C(C2=C(N1)C=NC=C2)N2CCC1(CCN(C1)C(=O)OC(C)(C)C)CC2)C